FC1=C(C(=C(C=C1OC)OC)F)N1CC2=C(N=C(N=C2)CNC(C=C)=O)C2(C1=O)CC2 N-((6'-(2,6-difluoro-3,5-dimethoxyphenyl)-7'-oxo-6',7'-dihydro-5'H-spiro[cyclopropane-1,8'-pyrido[4,3-d]pyrimidine]-2'-yl)methyl)acrylamide